3-(cyclohexylmethyl)-6-(4-methylbenzyl)-8-(morpholin-4-yl)pyrido[2,3-d][1,2,4]triazolo[4,3-b]pyridazine C1(CCCCC1)CC1=NN=C2N1N=C(C1=C2N=CC(=C1)N1CCOCC1)CC1=CC=C(C=C1)C